9-(3-(7-(4-(2-((Tert-butyldimethylsilyl)oxy)ethyl)piperazin-1-yl)-2-methyl-3-phenylpyrazolo[1,5-a]pyrimidin-5-yl)phenyl)non-8-yn-1-yl-2-((3r,5r,7r)-adamantan-1-yl)acetate [Si](C)(C)(C(C)(C)C)OCCN1CCN(CC1)C1=CC(=NC=2N1N=C(C2C2=CC=CC=C2)C)C=2C=C(C=CC2)C#CCCCCCCCOC(CC21CC3CC(CC(C2)C3)C1)=O